CON(C(CCCC(=O)OC(C)(C)C)=O)C tert-butyl 5-[methoxy(methyl)amino]-5-oxo-pentanoate